1-octadecyl-3-methylimidazole bistrifluoromethanesulfonimide salt [N-](S(=O)(=O)C(F)(F)F)S(=O)(=O)C(F)(F)F.C(CCCCCCCCCCCCCCCCC)N1CN(C=C1)C